NC[C@]1(OC2=C([C@H]1O)C(=C(C=C2)Cl)C2=CC=CC=C2)C2=CC=CC=C2 (2r,3r)-2-(aminomethyl)-5-chloro-2,4-diphenyl-2,3-dihydrobenzofuran-3-ol